N-((1S,2S)-2-methoxycyclobutyl)-7-(methylamino)-5-((1-morpholino-2-carbonyl-1,2-dihydropyridin-3-yl)amino)pyrazolo[1,5-a]pyrimidine-3-carboxamide CO[C@@H]1[C@H](CC1)NC(=O)C=1C=NN2C1N=C(C=C2NC)NC=2C(N(C=CC2)N2CCOCC2)=C=O